fructose disodium salt [Na].[Na].OCC(=O)[C@@H](O)[C@H](O)[C@H](O)CO